2,2-difluoro-2-[2-fluoro-3-[(1R)-1-[[2-methyl-6-(1-oxo-1λ5-phospholan-1-yl)pyrido[3,4-d]pyrimidin-4-yl]amino]ethyl]phenyl]ethanol FC(CO)(C1=C(C(=CC=C1)[C@@H](C)NC=1C2=C(N=C(N1)C)C=NC(=C2)P2(CCCC2)=O)F)F